OC(C(=O)C1=CC=C(OCCOC(=O)C2=CC=C(C=C2)C(/C=C/C2=CC=C(C(=O)OCCOC3=CC=C(C=C3)C(C(C)(C)O)=O)C=C2)=O)C=C1)(C)C 2-[4-(2-Hydroxy-2-methylpropanoyl)phenoxy]ethyl 4-[(E)-3-[4-[2-[4-(2-hydroxy-2-methylpropanoyl)phenoxy]ethoxycarbonyl]phenyl]-3-oxoprop-1-enyl]benzoate